NC1=CC=C(C=N1)OC1=CC(=NC=C1)C#N 4-((6-aminopyridin-3-yl)oxy)pyridine-2-carbonitrile